1-azido-4-methylbenzene N(=[N+]=[N-])C1=CC=C(C=C1)C